CCC(CC)O[C@@H]1C=CC[C@@H]2C([C@H]12)=O (1S,5R,6S)-5-(pentane-3-yloxy)-7-oxo-bicyclo[4.1.0]hept-3-ene